BrC1=CC=C(C=C1)[C@H]1C[C@H](C1)OC=1C(=NC=CN1)C1=CC(=NO1)OCOC 5-((cis-3-(4-bromophenyl)cyclobutoxy)pyrazin-2-yl)-3-(methoxymethoxy)-isoxazole